N1C=CC2=C(C=CC=C12)CN[C@H](C(=O)O)CCC(C)(C)C (2S)-2-{[(1H-indol-4-yl)methyl]amino}-5,5-dimethylhexanoic acid